methyl-acrylic acid 3-sulfopropyl-potassium salt S(=O)(=O)(O)CCC[K].CC(C(=O)O)=C